CS(=O)(=O)C=C(C1=CC=CC=C1)C=1C=NC=CC1 3-(2-(methylsulfonyl)-1-phenylvinyl)pyridine